1-(7-(5-(5-(1-(5-fluoro-1H-pyrrolo[2,3-b]pyridin-4-yl)ethoxy)-1H-indazol-3-yl)pyridin-2-yl)-2-azaspiro[3.5]non-6-en-2-yl)ethan-1-one FC=1C(=C2C(=NC1)NC=C2)C(C)OC=2C=C1C(=NNC1=CC2)C=2C=CC(=NC2)C2=CCC1(CN(C1)C(C)=O)CC2